methyl-(benzyl)diphenyloxysilane C[Si](OC1=CC=CC=C1)(OC1=CC=CC=C1)CC1=CC=CC=C1